C(C1=CC=CC=C1)OC(=O)N(CCCCCC1=CC=C2CCCN(C2=N1)C(=O)OC(C)(C)C)[C@H]1CN(CC1)C(=O)OC(C)(C)C (R)-tert-butyl 7-(5-(((benzyloxy)carbonyl)(1-(tert-butoxycarbonyl)pyrrolidin-3-yl)amino)pentyl)-3,4-dihydro-1,8-naphthyridine-1(2H)-carboxylate